CS(=O)(=O)C1=CC=C(C=C1)C=1C=C(C(=NC1)N)C=1C=NC(=CC1)C(F)(F)F 5-[4-(methylsulfonyl)phenyl]-6'-(trifluoromethyl)[3,3'-bipyridine]-2-amine